2-methylpropan-2-yl 3-bromo-4,5,6,7-tetrahydro[1,2,3]triazolo[1,5-a]pyrazine-5-carboxylate BrC=1N=NN2C1CN(CC2)C(=O)OC(C)(C)C